tert-butyl 3-(7-(4-amino-3-(4-phenoxyphenyl)-1H-pyrazolo[3,4-d]pyrimidin-1-yl)-2-azaspiro[3.5]nonan-2-yl)azetidine-1-carboxylate NC1=C2C(=NC=N1)N(N=C2C2=CC=C(C=C2)OC2=CC=CC=C2)C2CCC1(CN(C1)C1CN(C1)C(=O)OC(C)(C)C)CC2